[6-(5-cyclopropyl-4H-1,2,4-triazol-3-yl)-2-azaspiro[3.3]heptan-2-yl]-[6-[[6-(trifluoromethyl)-3-pyridyl]methyl]-2-azaspiro[3.3]heptan-2-yl]methanone C1(CC1)C=1NC(=NN1)C1CC2(CN(C2)C(=O)N2CC3(C2)CC(C3)CC=3C=NC(=CC3)C(F)(F)F)C1